FC=1C=C(C=NC1)CNC(=O)C=1C=C(SC1)C(=O)NC1=CC(=CC=C1)NS(=O)(=O)C N4-((5-fluoropyridin-3-yl)methyl)-N2-(3-(methylsulfonamido)phenyl)thiophene-2,4-dicarboxamide